6-deoxy-talose O=C[C@@H](O)[C@@H](O)[C@@H](O)[C@H](O)C